BrC1=CC(=C(C#N)C=C1)\C=C\N(C)C (E)-4-bromo-2-(2-(dimethylamino)vinyl)benzonitrile